BrC=1C=C(C=CC1)C(CCOCC(C#C)(C)C)N1N=C(C=C1)C=1C=C(OC=2C(=C3C=CNC3=CC2F)CO)C=CC1F (5-(3-(1-(1-(3-Bromophenyl)-3-((2,2-dimethylbut-3-yn-1-yl)oxy)propyl)-1H-pyrazol-3-yl)-4-fluorophenoxy)-6-fluoro-1H-indol-4-yl)methanol